BrC1=CC=C(C(=N1)NC(=O)[C@H]1N([C@@H]2C[C@@]2(C1)C)C(=O)OC(C)(C)C)C tert-Butyl (1R,3S,5R)-3-((6-bromo-3-methylpyridin-2-yl)carbamoyl)-5-methyl-2-azabicyclo[3.1.0]hexane-2-carboxylate